FC(CN1N=NN=C1C(CC(F)F)N1N=CC(=C1)[N+](=O)[O-])F 1-(2,2-difluoroethyl)-5-[3,3-difluoro-1-(4-nitropyrazol-1-yl)propyl]tetrazole